(4-cyclopropyl-1H-imidazol-1-yl)-5-fluoropyridin-2-amine C1(CC1)C=1N=CN(C1)C=1C(=NC=C(C1)F)N